NC1=NC=CC(=N1)C1=C(C=C(C=C1)NC(=O)C=1C=NN(C1C(F)(F)F)C=1C=CC=C2C=CN=CC12)Cl N-(4-(2-aminopyrimidin-4-yl)-3-chlorophenyl)-1-(isoquinolin-8-yl)-5-(trifluoromethyl)-1H-pyrazole-4-carboxamide